CC1(C(OCC1)=O)CNC 3-methyl-3-[(methylamino)methyl]oxolan-2-one